N-{1-[(pyridin-2-yl)methyl]-1H-pyrazol-4-yl}benzamide N1=C(C=CC=C1)CN1N=CC(=C1)NC(C1=CC=CC=C1)=O